tert-Butyl 3-[6-[[4-(3',5'-dimethyl-4'-oxospiro[cyclopropane-1,6'-thieno[2,3-c]pyrrole]-2'-yl)-5-fluoropyrimidin-2-yl]amino]pyridin-3-yl]pyrrolidine-1-carboxylate CC1=C(SC=2C3(N(C(C21)=O)C)CC3)C3=NC(=NC=C3F)NC3=CC=C(C=N3)C3CN(CC3)C(=O)OC(C)(C)C